C(C=CC1=CC=CC=C1)C1=C(C(N(C1C1=CC=C(C=C1)Cl)C1=C(C=CC=C1)C)=O)O 4-cinnamyl-3-hydroxy-5-(4-chlorophenyl)-1-(2-methylphenyl)-1H-pyrrol-2(5H)-one